CC1=NN2C(C=C(C=C2)CO)=C1 (2-methylpyrazolo[1,5-a]pyridin-5-yl)methanol